2,6-di(oxiran-2-ylmethyl)-1,2,3,5,6,7-hexahydropyrrolo[3,4-f]isoindol-1,3,5,7-tetraone O1C(C1)CN1C(C2=CC=3C(N(C(C3C=C2C1=O)=O)CC1OC1)=O)=O